N1[SiH2]N[SiH2]1 Cyclodisilazane